(cis)-3-((4-(4-ethynylphenyl)phthalazin-1-yl)amino)-1-methylcyclobutane-1-ol C(#C)C1=CC=C(C=C1)C1=NN=C(C2=CC=CC=C12)NC1CC(C1)(O)C